tert-butyl 4-[(4-chloro-2-hydroxy-phenyl)methyl]piperazine-1-carboxylate ClC1=CC(=C(C=C1)CN1CCN(CC1)C(=O)OC(C)(C)C)O